tert-butyl ((R)-3-(benzyloxy)-2-hydroxypropyl)(2-(2-bromo-6-chloropyridin-4-yl)-2-hydroxyethyl)carbamate C(C1=CC=CC=C1)OC[C@@H](CN(C(OC(C)(C)C)=O)CC(O)C1=CC(=NC(=C1)Cl)Br)O